FC(CN1C(=CC2=CC=CC=C12)C=O)F 1-(2,2-difluoroethyl)-1H-indole-2-carbaldehyde